O=C1NC(CCC1C1=NN(C2=CC(=CC=C12)C=1C(=NN(C1C)CC(=O)O)C)C)=O 2-(4-(3-(2,6-dioxopiperidin-3-yl)-1-methyl-1H-indazol-6-yl)-3,5-dimethyl-1H-pyrazol-1-yl)acetic acid